C(C)(=O)O[C@]1(O[C@H]([C@@H]([C@H](C1)OC(C)=O)NC(C)=O)[C@@H]([C@@H](COC(C)=O)OC(C)=O)OC(C)=O)C(=O)OC methyl (2S,4S,5R,6R)-2,4-bis(acetyloxy)-5-acetamido-6-[(1S,2R)-1,2,3-tris(acetyloxy)propyl]oxane-2-carboxylate